N,N-dimethyl-3-bromo-4-(methoxymethyloxy)aniline Magnesium citrat C(CC(O)(C(=O)[O-])CC(=O)[O-])(=O)[O-].[Mg+2].CN(C1=CC(=C(C=C1)OCOC)Br)C.C(CC(O)(C(=O)[O-])CC(=O)[O-])(=O)[O-].[Mg+2].[Mg+2]